N-(4-chloropyridin-2-yl)-4-(4-fluorophenyl)piperazine-1-thiocarboxamide ClC1=CC(=NC=C1)NC(=S)N1CCN(CC1)C1=CC=C(C=C1)F